2-((8-(2-chloro-4-(2-(piperazin-1-yl)ethoxy)phenyl)-6-(1-methylcyclopropoxy)-9H-purin-9-yl)methyl)-1,3,4-oxadiazole ClC1=C(C=CC(=C1)OCCN1CCNCC1)C=1N(C2=NC=NC(=C2N1)OC1(CC1)C)CC=1OC=NN1